C(CCCCCCCCCCCCC)[NH3+] Tetradecyl-ammonium